(R)-N-(1-(2-(4-((tert-butyldimethylsilyl)oxy)piperidin-1-yl)ethyl)piperidin-3-yl)-6-chloro-4,5-dimethylpyridazin-3-amine [Si](C)(C)(C(C)(C)C)OC1CCN(CC1)CCN1C[C@@H](CCC1)NC=1N=NC(=C(C1C)C)Cl